C1=CC=CC2=NC=C3C=CC=CC3=C12 PHENANThRIDINE